BrC1=CC2=C([N+](=C(N=[N+]2[O-])N2CC(CC2)C(=O)OC(C)C)[O-])C=C1 7-bromo-3-(3-(isopropoxycarbonyl)pyrrolidin-1-yl)benzo[e][1,2,4]triazine-1,4-dioxide